ClC1=C(OC=2C=C(C(N(N2)C)=O)C(C)C)C(=CC(=C1)B1OC(C(O1)(C)C)(C)C)Cl 6-(2,6-dichloro-4-(4,4,5,5-tetramethyl-1,3,2-dioxaborolan-2-yl)phenoxy)-4-isopropyl-2-methylpyridazin-3(2H)-one